(S)-N-(2-(2-(2-((3,4-dimethoxybenzyl)amino)-2-oxoacetyl)-4,4-difluoropyrrolidin-1-yl)-2-oxoethyl)-8-(4-(dimethylamino)butanamido)quinoline-4-carboxamide COC=1C=C(CNC(C(=O)[C@H]2N(CC(C2)(F)F)C(CNC(=O)C2=CC=NC3=C(C=CC=C23)NC(CCCN(C)C)=O)=O)=O)C=CC1OC